1-(4-nitrophenyl)ethylideneaniline [N+](=O)([O-])C1=CC=C(C=C1)C(C)=NC1=CC=CC=C1